ClC=1C=C(C(=NC1)OC1=C(C=C(C(=N)NO)C=C1)F)F 4-((5-chloro-3-fluoropyridin-2-yl)oxy)-3-fluoro-N-hydroxybenzoamidine